S1C(=CC=C1)C1=CC=C(C2=NSN=C21)C=2SC=CC2 4,7-Di-2-thienyl-2,1,3-benzothiadiazole